FC=1C=C(C=CC1)C1C2=C(N(C=3C=C(C=CC13)OC)CCO)COC2=O 9-(3-fluorophenyl)-4-(2-hydroxyethyl)-6-methoxy-4,9-dihydrofuro[3,4-b]quinolin-1(3H)-one